C(C)N(CCCC(=O)NC1=CC2=C(N3C(S2)=NC(=C3)C=3C=C(C=CC3)C)C=C1)CC 4-(diethylamino)-N-(2-(m-tolyl)benzo[d]imidazo[2,1-b]thiazol-7-yl)butanamide